5-(difluoromethyl)-4-methylpyridin-2-amine FC(C=1C(=CC(=NC1)N)C)F